BrC=1C=NC2=C(C=CC=C2C1)[N+](=O)[O-] 3-bromo-8-nitroquinoline